2-Chloro-N-(5-cyclopropyl-1,3,4-oxadiazol-2-yl)-3-(isopropylthio)-4-(methylsulfonyl)benzamide ClC1=C(C(=O)NC=2OC(=NN2)C2CC2)C=CC(=C1SC(C)C)S(=O)(=O)C